(Z)-N'-(5-methoxypyrimidin-2-yl)-4-(1,4,4,4-tetrafluoro-3-(3,4,5-trichlorophenyl)but-1-en-1-yl)-2-(trifluoromethyl)benzoyl-hydrazine COC=1C=NC(=NC1)NNC(C1=C(C=C(C=C1)/C(=C/C(C(F)(F)F)C1=CC(=C(C(=C1)Cl)Cl)Cl)/F)C(F)(F)F)=O